ClC1=CC=C2C(=C(NC2=C1Cl)CN1CSC(=N1)C)C=1C=NNC1 N-[[6,7-Dichloro-3-(1H-pyrazol-4-yl)-1H-indol-2-yl]methyl]-5-methyl-1,3,4-thiadiazol